CNC=1N=C(C(=NC1C=1C2=C(C=NC1)N(C=N2)C)C(=O)OC)NC2=CC=C(C=C2)N2CC1(COC1)C2 methyl 5-(methylamino)-6-(3-methylimidazo[4,5-c]pyridin-7-yl)-3-[4-(2-oxa-6-azaspiro[3.3]heptan-6-yl)anilino]pyrazine-2-carboxylate